2-chloro-5-(N-methylacetamido)isonicotinic acid methyl ester COC(C1=CC(=NC=C1N(C(C)=O)C)Cl)=O